methyl 2-[5-[1-(2,6-dibenzyloxy-3-pyridyl)-3-methyl-2-oxo-benzimidazol-5-yl]-6-fluoro-indazol-1-yl]acetate C(C1=CC=CC=C1)OC1=NC(=CC=C1N1C(N(C2=C1C=CC(=C2)C=2C=C1C=NN(C1=CC2F)CC(=O)OC)C)=O)OCC2=CC=CC=C2